C(C)(C)(C)OC(=O)[C@@]1([C@H](C1)CCCCC(=O)O)C 5-((1S,2S)-2-(tert-butoxycarbonyl)-2-methylcyclopropyl)pentanoic acid